C(CCCCCC=CCCC=CCCCC)CC(=O)[O-] hexadecan-7,11-dien-1-yl-acetate